dimethyl 1,16-hexadecanedioate C(CCCCCCCCCCCCCCC(=O)OC)(=O)OC